N1(CCC=2C1=NC=CC2)C(=O)C=2C=C1CCC(NC1=CC2)=O 6-(2,3-dihydropyrrolo[2,3-b]pyridine-1-carbonyl)-3,4-dihydro-1H-quinolin-2-one